COC1=C(C=CC=C1)C1=NC(=NC=C1C(=O)NC=1SC=2C(=NC=C(C2)C2=CC=NC=C2)N1)C 4-(2-methoxyphenyl)-2-methyl-N-(6-(pyridin-4-yl)thiazolo[4,5-b]pyridin-2-yl)pyrimidine-5-carboxamide